CC(C(=O)N[C@@H](C(=O)O)C1=CC=CC=C1)(CC)C (R)-2-(2,2-dimethylbutyramido)-2-phenylacetic acid